C(CS)(=O)OCCCCOC(CS)=O 4-butylene bis(thioglycolate)